ClC1=CC(=C(C(=C1)C)CC(=O)NC1(CCC(CC1)=O)C(=O)OCCC)C propyl 1-[[2-(4-chloro-2,6-dimethylphenyl)acetyl]amino]-4-oxocyclohexanecarboxylate